5-bromo-1-ethyl-3-fluoropyridin-2(1H)-one BrC=1C=C(C(N(C1)CC)=O)F